4-((4-hydroxybenzyl)amino)-3-methoxy-5-nitrobenzamide OC1=CC=C(CNC2=C(C=C(C(=O)N)C=C2[N+](=O)[O-])OC)C=C1